COC(=O)C=1N2C3=C(C=C(C=C3C(C1)=C=O)F)C(CC2)=C=O 9-fluoro-1,7-dicarbonyl-6,7-dihydro-1H,5H-pyrido[3,2,1-ij]quinoline-3-carboxylic acid methyl ester